C(C)(C)(C)OC(=O)N1[C@H](C[C@@H](C1)C1=CC=CC=C1)C(N[C@H](C(=O)NCC1=CC2=C(NC=N2)C(=C1)Cl)C)=O (2R,4R)-2-(((S)-1-(((7-chloro-1H-benzo[d]imidazol-5-yl)methyl)amino)-1-oxopropan-2-yl)carbamoyl)-4-phenylpyrrolidine-1-carboxylic acid tert-butyl ester